(-)-(2R,4E)-3,3-dimethyl-5-[(1R)-2,2,3-trimethyl-3-cyclopenten-1-yl]-4-penten-2-ol CC([C@@H](C)O)(\C=C\[C@@H]1C(C(=CC1)C)(C)C)C